benzyl 2-(3-(3-ethoxy-2-methyl-3-oxopropyl)phenyl)-4-((1-hydroxy-2-methylpropan-2-yl)oxy)-2-methylbutanoate C(C)OC(C(CC=1C=C(C=CC1)C(C(=O)OCC1=CC=CC=C1)(CCOC(CO)(C)C)C)C)=O